octadecanesulfonyl fluoride C(CCCCCCCCCCCCCCCCC)S(=O)(=O)F